tri(dimethylamino)cyclopentadienyl-zirconium CN(C)[Zr](C1C=CC=C1)(N(C)C)N(C)C